Dihydropurine C1NC2=C(C=N1)NC=N2